(R)-5-((((3'-chloro-2'-(2-chloro-3-((2-fluoro-3-(((2-hydroxyethyl)(methyl)amino)methyl)phenyl)amino)phenyl)-6-methoxy-[2,4'-bipyridin]-5-yl)methyl)amino)methyl)pyrrolidin-2-one ClC=1C(=NC=CC1C1=NC(=C(C=C1)CNC[C@H]1CCC(N1)=O)OC)C1=C(C(=CC=C1)NC1=C(C(=CC=C1)CN(C)CCO)F)Cl